Cl.NCC(C(=O)NC1=CC=C2C=NN(C2=C1)C=1C=C(C=CC1)C)O 3-amino-2-hydroxy-N-(1-(m-tolyl)-1H-indazol-6-yl)propanamide hydrochloride